6-bromo-3-(chloromethyl)-2-methoxypyridine BrC1=CC=C(C(=N1)OC)CCl